ClC=1C=C(CN2C(N(C=3N=C(N(C3C2=O)C)N[C@@H]2C[C@@H](CCC2)N(C)C)C)=O)C=CC1Cl |r| (±)-1-(3,4-dichlorobenzyl)-8-(((cis)-3-(dimethylamino)cyclohexyl)amino)-3,7-dimethyl-3,7-dihydro-1H-purine-2,6-dione